6-bromo-7-fluoro-4,4-dimethyl-3,4-dihydroisoquinolin-1(2H)-one BrC=1C=C2C(CNC(C2=CC1F)=O)(C)C